[N+](=O)([O-])C1=CC(=CC=C1)C=C(C)[N+](=O)[O-] 1-nitro-3-(2-nitroprop-1-en-1-yl)benzene